FC1=NC=CC=C1S(=O)(=O)NC=1C=C2C(=NNC2=CC1)C=CC1=NC=CC=C1 fluoro-N-(3-(2-(pyridin-2-yl)vinyl)-1H-indazol-5-yl)pyridine-3-sulfonamide